methyl(1-hydroxy-6,6,9-trimethyl-3-pentyl-6H-benzo[c]chromene-2-carbonyl)-D-prolinate C[C@]1(N(CCC1)C(=O)C=1C(=C2C3=C(C(OC2=CC1CCCCC)(C)C)C=CC(=C3)C)O)C(=O)[O-]